OC1=CC=C(C=C1)/C=C/C(=O)C1=C(C=C(C=C1)O[C@H]1O[C@H]([C@@H]([C@H]([C@@H]1O)O)O)CO)O (E)-3-(4-Hydroxyphenyl)-1-[2-hydroxy-4-[(2R,3S,4R,5R,6S)-3,4,5-trihydroxy-6-(hydroxymethyl)oxan-2-yl]oxyphenyl]prop-2-en-1-one